4-ethyl-3,5-octanediol dibenzoate C(C1=CC=CC=C1)(=O)OC(CC)C(C(CCC)OC(C1=CC=CC=C1)=O)CC